1-(4-(6-((4-(6-(2-(4-Methylpiperazin-1-yl)pyrimidin-5-yl)imidazo[1,2-a]pyridin-3-yl)pyrimidin-2-yl)amino)pyridin-3-yl)piperazin-1-yl)ethan-1-one CN1CCN(CC1)C1=NC=C(C=N1)C=1C=CC=2N(C1)C(=CN2)C2=NC(=NC=C2)NC2=CC=C(C=N2)N2CCN(CC2)C(C)=O